CC=1C(=NOC1C)N(S(=O)(=O)C=1C(=CC=CC1)C1=C(C=C(C=C1)CO)COCC)COC N-(4,5-dimethylisoxazol-3-yl)-2'-(ethoxymethyl)-4'-(hydroxymethyl)-N-(methoxymethyl)-[1,1'-biphenyl]-2-sulfonamide